N1=NCC=CC1 3,6-Dihydro-pyridazin